3-(3-chloro-5-methoxyphenyl)-4,5-dihydro-1H-benzo[g]indole-2-carboxylic Acid ClC=1C=C(C=C(C1)OC)C1=C(NC=2C3=C(CCC12)C=CC=C3)C(=O)O